C(C)(C)(C)OC(=O)N1CC([C@@H]2N(CC[C@@H]21)C(CC(C(=O)O)(C)C)C)(F)F 4-((cis)-4-(tert-butoxycarbonyl)-6,6-difluorohexahydropyrrolo[3,2-b]pyrrol-1(2H)-yl)-2,2-dimethylpentanoic acid